(S)-1-(6-(4-(5-chloro-6-methyl-1H-indazol-4-yl)-5-methyl-3-(1-methyl-1H-indazol-5-yl)-1H-pyrazol-1-yl)-2-azaspiro[3.3]heptan-2-yl)prop-2-en-1-one ClC=1C(=C2C=NNC2=CC1C)C=1C(=NN(C1C)C1CC2(CN(C2)C(C=C)=O)C1)C=1C=C2C=NN(C2=CC1)C